N(=[N+]=[N-])CCOCCOCCS(=O)C1=C2CN(C(C2=CC=C1)=O)C1CNCCC1 3-(4-((2-(2-(2-azidoethoxy)ethoxy)ethyl)sulfinyl)-1-oxoisoindolin-2-yl)piperidine